CN(N1C=CC(C=2C(C3=C(C(C12)=O)C=CN=C3)=O)C)C 1-(dimethylamino)-4-methyl-4H-pyrido[3,4-g]quinoline-5,10-dione